(E)-4'-(6-(Methacryloyloxy)hexyloxy)biphenyl-4-yl 3-(4-methoxyphenyl)acrylate COC1=CC=C(C=C1)/C=C/C(=O)OC1=CC=C(C=C1)C1=CC=C(C=C1)OCCCCCCOC(C(=C)C)=O